3-amino-N-(3,3-difluoroallyl)-7-fluoro-8-(2-fluoro-6-methoxyphenyl)imidazo[1,2-a]pyridine-2-carboxamide NC1=C(N=C2N1C=CC(=C2C2=C(C=CC=C2OC)F)F)C(=O)NCC=C(F)F